(E)-Hex-2-en-1-yl-4-hydroxybenzoat C(\C=C\CCC)OC(C1=CC=C(C=C1)O)=O